2-hydroxy-6-methoxy-1-(4-methoxyphenyl)-2-phenyl-2,3-dihydro-1H-indol-3-one OC1(N(C2=CC(=CC=C2C1=O)OC)C1=CC=C(C=C1)OC)C1=CC=CC=C1